ClC=1C(=C(CNC(=O)[C@H]2N(CC[C@H]2OCCCCCC=C)C(=O)OC(C)(C)C)C=CC1)F tert-Butyl (2S,3R)-2-((3-chloro-2-fluorobenzyl)carbamoyl)-3-(hept-6-en-1-yloxy)pyrrolidine-1-carboxylate